C(#N)C1=C(N=C(S1)N(C1=C(N=C2N1C=C(C=C2)C=2C=CC(=NC2)N2CCN(CC2)C(=O)NC2CN(C2)C(=O)OC(C)(C)C)CC)C)C2=CC=C(C=C2)F tertbutyl 3-(4-(5-(3-((5-cyano-4-(4-fluorophenyl)thiazol-2-yl)(methyl)amino)-2-ethylimidazo[1,2-a]pyridin-6-yl)pyridin-2-yl)piperazine-1-carboxamido)azetidine-1-carboxylate